N-((3S,4S)-3-fluoro-1-(oxetan-3-yl)piperidin-4-yl)-4-methoxy-5-(1-((R)-1,1,1-trifluoropropan-2-yl)-1H-benzo[d][1,2,3]triazol-6-yl)pyrrolo[2,1-f][1,2,4]triazin-2-amine F[C@H]1CN(CC[C@@H]1NC1=NN2C(C(=N1)OC)=C(C=C2)C=2C=CC1=C(N(N=N1)[C@@H](C(F)(F)F)C)C2)C2COC2